ClC1=C2C3=C(N=CN=C3C(=C1C1=C(C=CC=3NN=NC31)F)F)N3[C@H](CO2)CNCC3 (8aS)-6-chloro-4-fluoro-5-(5-fluoro-1H-benzotriazol-4-yl)-8,8a,9,10,11,12-hexahydropyrazino[2',1':3,4][1,4]oxazepino[5,6,7-de]quinazoline